CC(C)C1=CC=C(C1)C(C)C 1,4-bis(1-methylethyl)-1,3-cyclopentadiene